4-((4-(4-fluorophenyl)-1-(4-(trifluoromethyl)benzyl)-1H-indole-7-carboxamido)methyl)benzoic acid FC1=CC=C(C=C1)C1=C2C=CN(C2=C(C=C1)C(=O)NCC1=CC=C(C(=O)O)C=C1)CC1=CC=C(C=C1)C(F)(F)F